6-Chloro-5-fluoro-4-(isopropylamino)pyridine-3-carboxylic acid ClC1=C(C(=C(C=N1)C(=O)O)NC(C)C)F